N-(4-aminobutyl)cinnamamide HCl salt Cl.NCCCCNC(C=CC1=CC=CC=C1)=O